C(C)C=1C(=C(C=CC1)NS(=O)(=O)C=1SC(=CC1)S(=O)(=O)N(C)C)N1CCCCC1 N2-[3-Ethyl-2-(1-piperidinyl)phenyl]-N5,N5-dimethylthiophene-2,5-disulfonamide